ClC1=C(C=CC=C1)C1CCC(N1)=O 5-(2-chlorophenyl)pyrrolidin-2-one